CC=1N(C(=CC1)C)C=1N(C2=C(N1)C(=C(C=C2C#N)CC=2C=NC=CC2)OC)C 2-(2,5-dimethylpyrrol-1-yl)-7-methoxy-3-methyl-6-(3-pyridylmethyl)benzimidazole-4-carbonitrile